8-(2,4-dichlorophenyl)-9-(4-((1-(3-fluoropropyl)azetidin-3-ylidene)methyl)-3-methylphenyl)-6,7-dihydro-5H-benzo[7]annulene-3-carboxylic acid ClC1=C(C=CC(=C1)Cl)C=1CCCC2=C(C1C1=CC(=C(C=C1)C=C1CN(C1)CCCF)C)C=CC(=C2)C(=O)O